C1(CC1)CC=1N(C(=CC1C=1SC=C(N1)C(=O)O)C=1C=C(C=CC1)C1=CC=C(C=C1)F)CC1=CC(=C(C=C1)S(N)(=O)=O)F (2-(cyclopropylmethyl)-1-(3-fluoro-4-sulfamoylbenzyl)-5-(4'-fluoro-[1,1'-biphenyl]-3-yl)-1H-pyrrol-3-yl)thiazole-4-carboxylic acid